O1SNCC2=C1C=CC=C2 3,4-dihydrobenzo[e][1,2,3]oxathiazin